1-[6-(5-Cyclopropyl-1H-imidazol-2-yl)pyridin-2-yl]-1,4-diazepane C1(CC1)C1=CN=C(N1)C1=CC=CC(=N1)N1CCNCCC1